sulphopropionic acid S(=O)(=O)(O)C(C(=O)O)C